tert-Butyl (S)-2-((tert-butoxycarbonyl)amino)-5-morpholinopentanoate C(C)(C)(C)OC(=O)N[C@H](C(=O)OC(C)(C)C)CCCN1CCOCC1